BrC=1C=C2C(=CC=NC2=CC1C1COC1)NC=1C=CC2=C(N=CS2)C1 N-(6-bromo-7-(oxetan-3-yl)quinolin-4-yl)benzo[d]thiazol-5-amine